3-[5-(9-hydroxynon-1-yn-1-yl)-3-methyl-2-oxo-1,3-benzodiazol-1-yl]piperidine-2,6-dione OCCCCCCCC#CC1=CC2=C(N(C(N2C)=O)C2C(NC(CC2)=O)=O)C=C1